methyl 7-methoxy-1-methyl-2-(11-methyl-1,9-diazatricyclo[6.3.1.04,12]dodeca-2,4(12),5,7-tetraen-2-yl)benzimidazole-5-carboxylate COC1=CC(=CC2=C1N(C(=N2)C=2N1C(CNC3=CC=CC(C2)=C13)C)C)C(=O)OC